NC(=C(C#N)C#N)C(=CC=1C=C2C=CNC2=CC1)C#N 2-amino-4-(1H-indol-5-yl)-1,3-butadiene-1,1,3-tricarbonitrile